Ethyl 3-(4-fluoro-1-methyl-1H-benzotriazol-5-yl)-3-(7-{[(4R)-4-methyl-1,1-dioxido-3,4-dihydro-2H-5,1,2-benzoxathiazepin-2-yl]methyl}-2,3-dihydro-1H-inden-5-yl)propanoate FC1=C(C=CC=2N(N=NC21)C)C(CC(=O)OCC)C=2C=C1CCCC1=C(C2)CN2S(C1=C(O[C@@H](C2)C)C=CC=C1)(=O)=O